trans-4-(4-chlorophenyl)-3-(4-(pyridin-2-yloxy)cyclohexyl)-1H-1,2,4-triazole-5(4H)-thione ClC1=CC=C(C=C1)N1C(=NNC1=S)[C@@H]1CC[C@H](CC1)OC1=NC=CC=C1